FC1=CC=C2NC(C(N(C2=C1)CCCC(=O)OCC)=O)=O ethyl 4-(7-fluoro-2,3-dioxo-3,4-dihydroquinoxalin-1(2H)-yl)butanoate